1-((1-(2-fluoro-4-(1H-pyrazol-3-yl)phenyl)piperidin-4-yl)methyl)pyrrolidin-2-one FC1=C(C=CC(=C1)C1=NNC=C1)N1CCC(CC1)CN1C(CCC1)=O